C1(=CC=CC2=CC=CC=C12)N(C1=CC=C(C=C1)C1=CC=C(N(C2=CC=CC3=CC=CC=C23)C2=CC=CC3=CC=CC=C23)C=C1)C1=CC=CC2=CC=CC=C12 N,N,N',N'-tetranaphthyl-benzidine